N1(N=CC=C1)C1=CC=C(CN(C2=CC(=NC=C2)CN2CCCCC2)CC2=CC(=CC=C2)OC)C=C1 N-(4-(1H-pyrazol-1-yl)benzyl)-N-(3-methoxybenzyl)-2-(piperidin-1-ylmethyl)pyridin-4-amine